BrC1=CC=C2OC=3C=C4C(=CC3NC2=C1)N=CC=N4 9-bromo-11H-pyrazino[2,3-b]phenoxazine